O=C1N(CC2=C(C=CC=C12)C1=CC=C2C=NN(C2=C1)C1=CC=CC=C1)CC(C#N)=C 2-{[1-oxo-4-(1-phenyl-1H-indazol-6-yl)-2,3-dihydro-1H-isoindol-2-yl]methyl}prop-2-enenitrile